N,N-diethylchloroacetamide C(C)N(C(CCl)=O)CC